N-octadecenyl-2-(3-methoxy-4-tetrahydropyranyloxyphenyl)-3,5,7-tritetrahydropyranyloxyquinolin-4-one C(=CCCCCCCCCCCCCCCCC)N1C(=C(C(C2=C(C=C(C=C12)OC1OCCCC1)OC1OCCCC1)=O)OC1OCCCC1)C1=CC(=C(C=C1)OC1OCCCC1)OC